3-phenyl-7-(3'-methylpyrazolyl)coumarin C1(=CC=CC=C1)C=1C(OC2=CC(=CC=C2C1)C=1C(=NNC1)C)=O